3-(benzofuran-7-yl)-1-((tetrahydro-2H-pyran-4-yl)methyl)-1H-pyrrole-2,5-dione O1C=CC2=C1C(=CC=C2)C=2C(N(C(C2)=O)CC2CCOCC2)=O